5-{2-amino-[1,2,4]triazolo[1,5-a]pyridin-7-yl}-2-methyl-N-({2-[(3-methyl-cyclopentyl)oxy]phenyl}methyl)pyridine-3-carboxamide NC1=NN2C(C=C(C=C2)C=2C=C(C(=NC2)C)C(=O)NCC2=C(C=CC=C2)OC2CC(CC2)C)=N1